CC=1C=C2C3=C(C(NC3=CC=C2)=O)C1 4-Methylbenz[cd]indol-2(1H)-one